6-Mercaptocaproic acid SCCCCCC(=O)O